3-sulfamoyl-4-[2-(trifluoromethyl)-1,3-thiazol-4-yl]Phenyl-acetamide S(N)(=O)(=O)C=1C=C(C=CC1C=1N=C(SC1)C(F)(F)F)CC(=O)N